C(=C)[SiH2]OCC(OC)(OC)OC vinyltris(methoxy)ethoxysilane